5-(3-chlorophenyl)-N-((1-ethylpyrrolidin-2-yl)methyl)-7H-pyrrolo[2,3-d]pyrimidin-4-amine ClC=1C=C(C=CC1)C1=CNC=2N=CN=C(C21)NCC2N(CCC2)CC